C1(=CC=CC=C1)[C@H](N)C(=O)O L-α-phenylglycine